2-((7-fluoro-2-methylquinazolin-4-yl)amino)-4-((2-fluoro-3-methoxypropyl)(4-(5,6,7,8-tetrahydro-1,8-naphthyridin-2-yl)butyl)amino)butanoic acid FC1=CC=C2C(=NC(=NC2=C1)C)NC(C(=O)O)CCN(CCCCC1=NC=2NCCCC2C=C1)CC(COC)F